1-methyl-2-benzoyloxybenzene-4-sulfonic acid sodium salt [Na+].CC1=C(C=C(C=C1)S(=O)(=O)[O-])OC(C1=CC=CC=C1)=O